6-(1-(2,2-difluoroethyl)-4-(4-fluoro-phenyl)-1H-imidazol-5-yl)-[1,2,4]triazolo[4,3-a]pyridine FC(CN1C=NC(=C1C=1C=CC=2N(C1)C=NN2)C2=CC=C(C=C2)F)F